C(#N)N(C=1SC(=C(N1)C(=O)NC1CCC12CCC2)C)C2=CC(=NC(=C2)F)F 2-[cyano-(2,6-difluoro-4-pyridinyl)amino]-5-methyl-N-spiro[3.3]heptane-3-yl-thiazole-4-carboxamide